CC=1N=NN2C1C1=C(C(CC2)NC2=C(C=CC=C2)CC(=O)O)C=C(C=C1)C=1C=NN(C1)C 2-(2-((1-methyl-9-(1-methyl-1H-pyrazol-4-yl)-6,7-dihydro-5H-benzo[c][1,2,3]triazolo[1,5-a]azepin-7-yl)amino)phenyl)acetic acid